N-(2-fluoro-4-sulfamoylphenyl)-5-(4-(4-fluorophenyl)-1-(1-hydroxypropan-2-yl)-1H-imidazol-5-yl)furan-2-carboxamide FC1=C(C=CC(=C1)S(N)(=O)=O)NC(=O)C=1OC(=CC1)C1=C(N=CN1C(CO)C)C1=CC=C(C=C1)F